((1s,2s,4r)-4-(4-(((S)-2,3-dihydro-1H-inden-1-yl) amino)-7H-pyrrolo[2,3-d]pyrimidin-7-yl)-2-hydroxycyclopentyl) methylaminosulfonate CNS(=O)(=O)O[C@@H]1[C@H](C[C@H](C1)N1C=CC2=C1N=CN=C2N[C@H]2CCC1=CC=CC=C21)O